FC=1C=C(C=CC1F)[C@@H]1[C@H](C(N(CC1)C12CC(C1)(C2)C2=CC=NC=C2)=O)O (3R,4R)-4-(3,4-difluorophenyl)-3-hydroxy-1-(3-(pyridin-4-yl)bicyclo[1.1.1]pentan-1-yl)piperidin-2-one